C1(=CC=CC=C1)C(N1CCN(CC1)C(=O)C=1C=CC(=NC1)N)C1=CC=CC=C1 5-[4-(diphenylmethyl)piperazine-1-carbonyl]pyridin-2-amine